3-(5-(3-Chloro-4-hydroxyphenyl)-1H-indazol-1-yl)-2-fluorophenol ClC=1C=C(C=CC1O)C=1C=C2C=NN(C2=CC1)C=1C(=C(C=CC1)O)F